4-(4-(4-Chloro-2-fluorophenyl)pyridin-2-yl)piperazine-1-carboxylic acid ClC1=CC(=C(C=C1)C1=CC(=NC=C1)N1CCN(CC1)C(=O)O)F